2-chloro-4-(3,3,3-trifluoroprop-1-en-2-yl)aniline ClC1=C(N)C=CC(=C1)C(=C)C(F)(F)F